C(C=C)N1CCN(CC1)C=1C(=NC2=CC=CC=C2N1)C#N 3-(4-allylpiperazin-1-yl)-2-quinoxalinecarbonitrile